ClCC1=NC2=CC=CC=C2C(=N1)C 2-(chloromethyl)-4-methyl-quinazoline